ClC1=CC(=CC=2C3=CC(=CC=C3NC12)Br)Br chloro-3,6-dibromocarbazole